4-(5-((1-(difluoromethyl)cyclopropyl)ethynyl)-3,4-dihydro-1,7-naphthyridin-1(2H)-yl)-5,6-difluoroquinazolin-2(1H)-one FC(C1(CC1)C#CC1=C2CCCN(C2=CN=C1)C1=NC(NC2=CC=C(C(=C12)F)F)=O)F